N-[(3S,4S)-1-(3-cyanopropyl)-3-methyl-4-piperidyl]-6-{3-[4-(N-methylcarbamoyl)-5-fluoro-2-anisidino]-1-propynyl}-1-(2,2,2-trifluoroethyl)-1H-1,3-benzimidazole-4-carboxamide C(#N)CCCN1C[C@@H]([C@H](CC1)NC(=O)C1=CC(=CC=2N(C=NC21)CC(F)(F)F)C#CCNC=2C(OC)=CC(=C(C2)C(NC)=O)F)C